3,4-bis(5-methanesulfonyl-2-1,3,4-oxadiazolyl)butanoic acid CS(=O)(=O)C1=NN=C(O1)C(CC(=O)O)CC=1OC(=NN1)S(=O)(=O)C